FC(C[C@@H](C(=O)NC1=NC=CC(=C1)C1=C(C2=NC=CC=C2N1)C1=CC=CC=C1)C1=CC=C(C=C1)F)F (2R)-4,4-Difluoro-2-(4-fluorophenyl)-N-[4-(3-phenyl-1H-pyrrolo[3,2-b]pyridin-2-yl)pyridin-2-yl]butanamid